1-[2-(difluoromethoxy)-4-(trifluoromethyl)phenyl]pyrido[3,4-d]pyridazin FC(OC1=C(C=CC(=C1)C(F)(F)F)C1=C2C(=CN=N1)C=NC=C2)F